3-bromo-1-(3-chloropyridin-2-yl)-N-(2,4-dichloro-6-(dimethylaminoformyl)phenyl)-N-propyl-1H-pyrazole-5-carboxamide BrC1=NN(C(=C1)C(=O)N(CCC)C1=C(C=C(C=C1C(=O)N(C)C)Cl)Cl)C1=NC=CC=C1Cl